CCCCCCCCCCCCCCCCCC(=O)OCC(CO)OC(=O)CCCCCCC/C=C\\CCCCCCCC The molecule is a 1,2-diglyceride with stearoyl and oleoyl as the acyl groups. It derives from an oleic acid and an octadecanoic acid.